Benzyl 5-chloropentanoate ClCCCCC(=O)OCC1=CC=CC=C1